FC(C1=NN=C(O1)C1=CC=C(CN2N=C(N=N2)C2=CC=C3CCC(C3=C2)=O)C=C1)F 6-(2-(4-(5-(difluoromethyl)-1,3,4-oxadiazol-2-yl)benzyl)-2H-tetrazol-5-yl)-2,3-dihydro-1H-inden-1-one